FC=1C=CC(=NC1)C1=NN(C=C1C1=C2C(=NC=C1)NC(=C2)C2(COC2)O)C 3-(4-(3-(5-Fluoropyridin-2-yl)-1-methyl-1H-pyrazol-4-yl)-1H-pyrrolo[2,3-b]pyridin-2-yl)oxetan-3-ol